CC1=CC=C(C=C1)NC1(CCCCC1)C#N 1-(4-methylphenyl)aminocyclohexanecarbonitrile